acryloyl-3,5-dimethylpyrazole C(C=C)(=O)C=1C(=NNC1C)C